(2S)-1-[(3R)-5-chloro-8-hydroxy-3-methyl-1-oxo-3,4-dihydroisochromene-7-carbonyl]pyrrolidine-2-carboxylic acid ClC1=C2C[C@H](OC(C2=C(C(=C1)C(=O)N1[C@@H](CCC1)C(=O)O)O)=O)C